6-(6-Formylaminopyridin-3-yl)-2,6-diazaspiro[3.3]heptane-2-carboxylic acid tert-butyl ester C(C)(C)(C)OC(=O)N1CC2(C1)CN(C2)C=2C=NC(=CC2)NC=O